N-(2-(4,4-difluorocyclohexyl)-4-(2,5-difluorophenyl)pyridin-3-yl)-3-(2,2-difluoroethoxy)isoxazole-5-carboxamide FC1(CCC(CC1)C1=NC=CC(=C1NC(=O)C1=CC(=NO1)OCC(F)F)C1=C(C=CC(=C1)F)F)F